OCC1N(CC(CC1)(C([2H])([2H])[2H])C([2H])([2H])[2H])C(=O)OCC1=CC=CC=C1 benzyl 2-(hydroxymethyl)-5,5-bis(methyl-d3)piperidine-1-carboxylate